(2-Chloro-4-phenoxyphenyl)(4-(cyclohexylamino)-1H-pyrrolo[2,3-b]pyridin-3-yl)methanone ClC1=C(C=CC(=C1)OC1=CC=CC=C1)C(=O)C1=CNC2=NC=CC(=C21)NC2CCCCC2